ClC1=C(C(=CC=C1)C)NC(=O)C1=CN=CS1 N-(2-chloro-6-methylphenyl)-1,3-thiazole-5-carboxamide